Cyclohexane-1,3-dimethanol C1(CC(CCC1)CO)CO